4-[3-[2-[2-[2-(2-Aminoethoxy)ethoxy]ethoxy]ethoxy]Prop-1-ynyl]-2-(2,6-dioxo-3-piperidyl)isoindoline-1,3-dione NCCOCCOCCOCCOCC#CC1=C2C(N(C(C2=CC=C1)=O)C1C(NC(CC1)=O)=O)=O